OCCN1C(C(CC1)NC(=O)C1=C(OC2=C1C=C(C=C2)OCC=2C(=NC=CC2)O)C)=O N-(1-(2-hydroxyethyl)-2-oxopyrrolidin-3-yl)-5-((2-hydroxypyridin-3-yl)methoxy)-2-methylbenzofuran-3-carboxamide